NC1=NN2C(C=C(C=C2)C=2C(=NC(=C(C(=O)[O-])C2)OC)C)=N1.[Li+] lithium 5-(2-amino-[1,2,4]triazolo[1,5-a]pyridin-7-yl)-2-methoxy-6-methylnicotinate